FC1=CC=C(C=C1)S(=O)(=O)N1CCCC2=CC=C(C=C12)NS(=O)(=O)C1=C(C(=O)O)C=CC=C1 2-(N-(1-((4-fluorophenyl)sulfonyl)-1,2,3,4-tetrahydroquinolin-7-yl)sulfamoyl)benzoic acid